C(C)NC(=O)N[C@@H]1C[C@H](C=2C1=CC(=C1C=C(N=CC21)C2CC2)S(NCC(C)C)(=O)=O)O |r| 1-Ethyl-3-[trans-(7RS,9RS)-3-cyclopropyl-9-hydroxy-5-(2-methylpropylsulfamoyl)-8,9-dihydro-7H-cyclopenta[h]isochinolin-7-yl]urea